N=1N=CN2N=C(C=CC21)N2CCN(CC2)C(CC2=CC=C(C=C2)OCC)=O 1-(4-([1,2,4]triazolo[4,3-b]pyridazin-6-yl)piperazin-1-yl)-2-(4-ethoxyphenyl)ethan-1-one